NC1=CC=C(C=N1)[C@H]1N(C[C@@H](CC1)C)C(C(=O)NC1=NC=CC=C1C(=O)N)=O [[2-[(2S,5R)-2-(6-amino-3-pyridyl)-5-methyl-1-piperidyl]-2-oxo-acetyl]amino]pyridine-3-carboxamide